ClC(C(=O)OCCCCCCCCCCCC)CCCCCCCCCCCCCC dodecyl α-chlorohexadecanoate